FC1=C2C(=CNC2=CC=C1OC)CC(=O)O 2-(4-fluoro-5-methoxy-1H-indol-3-yl)acetic acid